4-(4-Cyano-2,6-dimethylphenoxy)-2-[(4-cyanophenyl)amino]-N-(oxane-4-yl)-4aH,5H,6H,7H,8H,8aH-pyrido[4,3-d]pyrimidine-6-carboxamide C(#N)C1=CC(=C(OC=2C3C(N=C(N2)NC2=CC=C(C=C2)C#N)CCN(C3)C(=O)NC3CCOCC3)C(=C1)C)C